ClC1=CC(N(S1)CCOCCOCCOCCOCCOCCOCCC(=O)OCC1=CC=CC=C1)=O Benzyl 3-[2-[2-[2-[2-[2-[2-(5-chloro-3-oxo-isothiazol-2-yl)ethoxy]ethoxy]ethoxy]ethoxy] ethoxy]ethoxy]propanoate